4-(4-Fluorophenyl)-N-[4-[(7-methoxy-1,5-naphthyridin-4-yl)oxy]phenyl]-3-oxopyrazine-2-carboxamide FC1=CC=C(C=C1)N1C(C(=NC=C1)C(=O)NC1=CC=C(C=C1)OC1=CC=NC2=CC(=CN=C12)OC)=O